(R)-1-(1-(2-(benzyloxy)-2-methylpropyl)-8-methoxy-9-(2-methyl-2H-tetrazol-5-yl)-5,6-dihydropyrrolo[2,1-a]isoquinoline-3-carbonyl)-2-methylazetidine-2-carboxamide C(C1=CC=CC=C1)OC(CC=1C=C(N2C1C1=CC(=C(C=C1CC2)OC)C=2N=NN(N2)C)C(=O)N2[C@](CC2)(C(=O)N)C)(C)C